ClC1=CC=C(C(=N1)C(=O)O)NC(C)C=1C=C(C=C2C(N(C(=NC12)N1CC(CC1)(F)F)C)=O)Cl 6-chloro-3-[1-[6-chloro-2-(3,3-difluoropyrrolidin-1-yl)-3-methyl-4-oxoquinazolin-8-yl]ethylamino]pyridine-2-carboxylic acid